2-((methylsulfonyl)oxy)propanoic acid methyl ester COC(C(C)OS(=O)(=O)C)=O